ClC=1N=CC=C2C1NC=C2C 7-chloro-3-methyl-1H-pyrrolo[2,3-c]pyridine